(2S,3S,4R,5R)-5-(6-(benzylamino)-2-(5-methylpyridin-3-yl)-9H-purin-9-yl)-3,4-dihydroxy-N-(methyl-d3)-tetrahydrofuran-2-carboxamide C(C1=CC=CC=C1)NC1=C2N=CN(C2=NC(=N1)C=1C=NC=C(C1)C)[C@H]1[C@@H]([C@@H]([C@H](O1)C(=O)NC([2H])([2H])[2H])O)O